(3-(4-benzylpiperazin-1-yl)-1-(2-chloro-6-(trifluoromethyl)pyridin-4-yl)azetidin-2-yl)methanol C(C1=CC=CC=C1)N1CCN(CC1)C1C(N(C1)C1=CC(=NC(=C1)C(F)(F)F)Cl)CO